C1=C(C=CC2=CC=CC=C12)NC1=CC=C(C=C1)NC1=CC2=CC=CC=C2C=C1 N,N'-bis(β-naphthyl)p-phenylenediamine